1-(2-(benzyloxy)cyclobutyl)-N-(3-chloro-5-(methylsulfonamido)phenyl)-1H-pyrazole-4-carboxamide C(C1=CC=CC=C1)OC1C(CC1)N1N=CC(=C1)C(=O)NC1=CC(=CC(=C1)NS(=O)(=O)C)Cl